N1=C(C(=CC=C1)C1=CC=NC=C1)OC=1C=C(C(=O)NC)C=C(C1)OCC 3-([3,4'-bipyridin]-2-yloxy)-5-ethoxy-N-methylbenzamide